CC1(CCC(CC1)NC(C)=O)COC1=NC(=NC=C1)NC1=CC=C(C=C1)N1CCOCC1 N-(4-methyl-4-(((2-((4-morpholinophenyl)amino)pyrimidin-4-yl)oxy)methyl)cyclohexyl)acetamide